(4R)-4-[3-[3-[6-[3-(1-Hydroxy-1-methyl-ethyl)azetidin-1-yl]-3-pyridyl]azetidin-1-yl]-3-oxo-propyl]oxazolidin-2-one OC(C)(C)C1CN(C1)C1=CC=C(C=N1)C1CN(C1)C(CC[C@H]1NC(OC1)=O)=O